3-((6-bromo-2-(1-(3-(2-methoxyethoxy)phenyl)-2,5-dimethyl-1H-pyrrol-3-yl)-1H-imidazo[4,5-b]pyridin-7-yl)amino)benzenesulfonamide BrC=1C(=C2C(=NC1)N=C(N2)C2=C(N(C(=C2)C)C2=CC(=CC=C2)OCCOC)C)NC=2C=C(C=CC2)S(=O)(=O)N